FC(O[C@H](CN1C(=NC2=C1C=C(C=C2)C(=O)O)CN2[C@H](C[C@H](CC2)OC2=NC(=NC=C2)COC2=C(C=C(C=C2)F)F)C)C)F [(2S)-2-(Difluoromethoxy)propyl]-2-{[(2S,4S)-4-({2-[(2,4-difluorophenoxy)methyl]pyrimidin-4-yl}oxy)-2-methylpiperidin-1-yl]methyl}-1H-1,3-benzodiazole-6-carboxylic acid